N-[(1S)-2,2-Dicyclopropyl-1-(3-{(3R)-4-[(2S)-5,5-difluorotetrahydropyran-2-carbonyl]-morpholin-3-yl}imidazo[1,2-b][1,2,4]triazin-6-yl)ethyl]-4-methyl-1,2,5-oxadiazole-3-carboxamide C1(CC1)C([C@@H](C=1N=C2N(N=CC(=N2)[C@H]2N(CCOC2)C(=O)[C@H]2OCC(CC2)(F)F)C1)NC(=O)C1=NON=C1C)C1CC1